CN1N=CC2=CC=C(C=C12)C=1C2=C(NN1)C1=C(C2)SC(=C1)C1=CC=C(CN2C(CCCC2)=O)C=C1 1-(4-(3-(1-Methyl-1H-indazol-6-yl)-1,4-dihydrothieno[2',3':4,5]cyclopenta[1,2-c]pyrazol-6-yl)benzyl)piperidin-2-one